4,4',4''-[Benzene-1,3,5-triyl-tris(ethyne-2,1-diyl)]tribenzoic acid C1(=CC(=CC(=C1)C#CC1=CC=C(C(=O)O)C=C1)C#CC1=CC=C(C(=O)O)C=C1)C#CC1=CC=C(C(=O)O)C=C1